methyl (1S,2R,4R)-7-benzoyl-2-(3-(4,4,5,5-tetramethyl-1,3,2-dioxaborolan-2-yl)propyl)-7-azabicyclo[2.2.1]heptane-1-carboxylate C(C1=CC=CC=C1)(=O)N1[C@@]2([C@@H](C[C@H]1CC2)CCCB2OC(C(O2)(C)C)(C)C)C(=O)OC